3-[5-(2-amino-4-pyrimidinyl)-2-(1,1-dimethylethyl)-1,3-thiazol-4-yl]-2,3-difluorobenzenesulfonamide NC1=NC=CC(=N1)C1=C(N=C(S1)C(C)(C)C)C1(C(C(=CC=C1)S(=O)(=O)N)F)F